[Cl-].C[N+](CCCCCC)(C)C Trimethyl-hexyl-ammonium chloride